ClCCN(CCCl)C1=CC=C(C=C1)O p-(N,N-bis(2-chloroethyl)amino)phenol